C(CC)C1=NC2=CC=CC=C2C=C1 propylquinolin